CN1C(C=2C=CC=NC2C=C1)=O 6-methyl-5,6-dihydro-1,6-naphthyridin-5-one